BrC=1C=CC=2C(=C3N=CC=NC3=C3C2C=CC(=C3)Br)C1 6,11-dibromodibenzo[f,h]quinoxaline